CC1=CN=C2C(=N1)NC(C(=C2)C2CCC(CC2)C2=NN(C1=CC=CC=C21)C)=O 3-methyl-7-((1r,4r)-4-(1-methyl-1H-indazol-3-yl)cyclohexyl)pyrido[2,3-b]pyrazin-6(5H)-one